BrC=1N=C2COCC(N2C1)(C)C 2-bromo-5,5-dimethyl-6,8-dihydroimidazo[2,1-c][1,4]oxazine